2,5-diaminoterephthalic acid NC1=C(C(=O)O)C=C(C(=C1)C(=O)O)N